3-(2-((2-(2-methoxyphenyl)pyrimidin-4-yl)methoxy)phenyl)-3-methyloxirane-2-carboxylic acid ethyl ester C(C)OC(=O)C1OC1(C)C1=C(C=CC=C1)OCC1=NC(=NC=C1)C1=C(C=CC=C1)OC